1-(bis(ethoxycarbonyl)amino)-1H-imidazole-2-carboxylic acid ethyl ester C(C)OC(=O)C=1N(C=CN1)N(C(=O)OCC)C(=O)OCC